BrC1=C(OCC(=O)C2=CC=CC=C2)C(=CC=C1)Br 2-(2,6-Dibromophenoxy)-1-Phenylethanone